4-[(2,6-difluoro-4-methoxyphenyl)amino]-2-[(6-methoxy-2-methyl-1,2,3,4-tetrahydroisoquinolin-7-yl)amino]pyrimidine-5-carboxamide FC1=C(C(=CC(=C1)OC)F)NC1=NC(=NC=C1C(=O)N)NC1=C(C=C2CCN(CC2=C1)C)OC